NCCCNCC=1C=C(C(=O)NC2=C(C=C(C=C2)S(=O)(=O)N2CCN(CC2)C2=NC(=CC(=C2)C(F)(F)F)Cl)OC)C=CC1 3-[(3-Aminopropylamino)methyl]-N-[4-[4-[6-chloro-4-(trifluoromethyl)-2-pyridyl]piperazin-1-yl]sulfonyl-2-methoxy-phenyl]benzamide